ClC=1C=C(C=C(C1)Cl)C1(CC(=NO1)N1CC2=C(C1)C(=C(S2)C(=O)NC(C(F)(F)F)C)C)C(F)(F)F 5-(5-(3,5-dichlorophenyl)-5-(trifluoromethyl)-4,5-dihydroisoxazol-3-yl)-3-methyl-N-(1,1,1-trifluoropropan-2-yl)-5,6-dihydro-4H-thieno[2,3-c]pyrrole-2-carboxamide